C1OCC12CN(C2)CCOC(C)C2=CC=CC=N2 6-(1-(2-(2-oxa-6-azaspiro[3.3]heptan-6-yl)ethoxy)ethyl)pyridin